tert-butyl ((S)-1-((2S,4R)-4-hydroxy-2-(((S)-1-(3-methoxy-1-methyl-1H-indazol-5-yl)ethyl)carbamoyl)pyrrolidin-1-yl)-3,3-dimethyl-1-oxobutan-2-yl)carbamate O[C@@H]1C[C@H](N(C1)C([C@H](C(C)(C)C)NC(OC(C)(C)C)=O)=O)C(N[C@@H](C)C=1C=C2C(=NN(C2=CC1)C)OC)=O